CC1N(CC(NC1)C)C(=O)[O-] 2,5-dimethylpiperazin-1-carboxylate